cis-8-dimethylamino-3-[4-methyl-2-(3-oxo-piperazin-1-yl)-pyrimidin-5-yl]-8-phenyl-1,3-diazaspiro[4.5]decan-2-one CN(C1(CCC2(CN(C(N2)=O)C=2C(=NC(=NC2)N2CC(NCC2)=O)C)CC1)C1=CC=CC=C1)C